OC1=CC=CC=2C(C3=CC(=CC(=C3C(C12)=O)O)C)=O 4,5-dihydroxyl-7-methyl-9,10-anthraquinone